methyl 2-(3-aminoprop-1-yn-1-yl)-4-(3,6-diazabicyclo[3.1.1]heptan-3-yl)benzoate NCC#CC1=C(C(=O)OC)C=CC(=C1)N1CC2NC(C1)C2